(+)-dipivaloyl-D-tartaric acid CC(C)(C)C(=O)O[C@@H]([C@@H](C(=O)O)OC(=O)C(C)(C)C)C(=O)O